2-Cyclopropyl-N-(2-methoxy-4-(4,4,5,5-tetramethyl-1,3,2-dioxaborolan-2-yl)phenyl)acrylamide C1(CC1)C(C(=O)NC1=C(C=C(C=C1)B1OC(C(O1)(C)C)(C)C)OC)=C